[N+](=O)([O-])C1=CC(=NC=C1)N1CCC(CC1)O 1-(4-nitropyridin-2-yl)piperidin-4-ol